CN(C(=O)C1CN(C1)C)CCCNC1=NC(=NC=C1C(F)(F)F)NC=1C(=NN(C1)C1CN(CC1)C)C N,1-dimethyl-N-(3-((2-((3-methyl-1-(1-methylpyrrolidin-3-yl)-1H-pyrazol-4-yl)amino)-5-(trifluoromethyl)pyrimidin-4-yl)amino)propyl)azetidine-3-carboxamide